C(C)OCOCCCC(CC(C)Br)C 6-bromo-4-methylheptyl ethoxymethyl ether